O1C(OCC1)C1=CC(=C(C=C1OC)B1OC(C(O1)(C)C)(C)C)F 2-(4-(1,3-Dioxolan-2-yl)-2-fluoro-5-methoxyphenyl)-4,4,5,5-tetramethyl-1,3,2-dioxaborolane